(2R,3S)-3-hydroxy-2-methylpyrrolidine-1-carboxylic acid tert-butyl ester C(C)(C)(C)OC(=O)N1[C@@H]([C@H](CC1)O)C